BrC1=CC=2C=CC=CC2C2=C1OC1=C2C2=CC=CC=C2C=C1Br 6,8-dibromodinaphtho[2,1-b:1',2'-d]furan